n-undecane diisocyanate [N-]=C=O.[N-]=C=O.CCCCCCCCCCC